(4-(4-propenoyl-1-piperazinyl)-7-chloro-1-phenyl-6-phthalazinyl)-3-fluorophenol C(C=C)(=O)N1CCN(CC1)C1=NN=C(C2=CC(=C(C=C12)C1=C(C=CC=C1F)O)Cl)C1=CC=CC=C1